O=C1NC(CCC1N1C(N(C2=C1C=CC(=C2)N2CC1(CN(C1)C(=O)OC(C)(C)C)C2)C)=O)=O Tert-butyl 6-(1-(2,6-dioxopiperidin-3-yl)-3-methyl-2-oxo-2,3-dihydro-1H-benzo[d]imidazol-5-yl)-2,6-diazaspiro[3.3]heptane-2-carboxylate